(E)-1-phenyl-8-(2,3-dihydrobenzo[b][1,4]dioxin-6-ylmethylene)-7,8-dihydro-1H-pyrazolo[3,4-D]pyrrolo[1,2-a]pyrimidin-4(6H)-one C1(=CC=CC=C1)N1N=CC2=C1N=C/1N(C2=O)CC\C1=C/C1=CC2=C(OCCO2)C=C1